(S)-3-(2',4'-difluorobiphenyl-4-yl)-3-(3-(4-hydroxy-1-methyl-2-oxo-1,2-dihydropyridin-3-yl)ureido)propanoic acid FC1=C(C=CC(=C1)F)C1=CC=C(C=C1)[C@H](CC(=O)O)NC(=O)NC=1C(N(C=CC1O)C)=O